C(C)(C)(C)OC(C(CC)NC(=O)OCC1=CC=CC=2C3=CC=CC=C3CC12)=O 2-(fluorenylmethyloxycarbonylamino)butanoic acid t-butylester